O1C(=NC2=C1C=CC=C2)SCCCCOC2=CC=C(C=C2)C(C=CC2=C(C=CC=C2)C)=O 1-(4-(4-(benzo[d]oxazol-2-yl-thio)butoxy)phenyl)-3-(2-tolyl)-2-propen-1-one